2-methylpropyl [(3-bromopropyl) amino]carboxylate BrCCCNC(=O)OCC(C)C